7-(4-(tert-butyl)phenyl)-1H-pyrrolo[3,2-c]pyridine-3-carbaldehyde C(C)(C)(C)C1=CC=C(C=C1)C=1C2=C(C=NC1)C(=CN2)C=O